N-(3-(3-(1-piperidinyl)phenoxy)propyl)thieno(3,4-d)-isothiazol-3-amine-1,1-dioxide N1(CCCCC1)C=1C=C(OCCCNC2=NS(C=3C2=CSC3)(=O)=O)C=CC1